2-methylquinazoline-7-carboxylic acid CC1=NC2=CC(=CC=C2C=N1)C(=O)O